1-docosanoyl-2-(9Z-nonadecenoyl)-glycero-3-phospho-(1'-sn-glycerol) CCCCCCCCCCCCCCCCCCCCCC(=O)OC[C@H](COP(=O)(O)OC[C@H](CO)O)OC(=O)CCCCCCC/C=C\CCCCCCCCC